N(C#N)[S@](=NC(CC1=C(C=C(C=C1C(C)C)C1=CC2=CC=CC=C2C=C1)C(C)C)=O)(=O)C1=CN=C(S1)C(C)(C)O (S)-N-(cyanamido(2-(2-hydroxypropan-2-yl)thiazol-5-yl)(oxo)-λ6-sulfaneylidene)-2-(2,6-diisopropyl-4-(naphthalen-2-yl)phenyl)acetamide